CN1C(CN(CC1)CC#C)=O 1-methyl-4-(prop-2-yn-1-yl)piperazin-2-one